7-(1-Benzylpiperidin-3-yl)-2-ethylpyrazolo[1,5-a]pyrimidine C(C1=CC=CC=C1)N1CC(CCC1)C1=CC=NC=2N1N=C(C2)CC